NC1=C2N=CN(C2=NC(=N1)Cl)[C@H]1[C@@H](C[C@@H](O1)COC(C1=CC=CC=C1)(C1=CC=CC=C1)C1=CC=C(C=C1)OC)O[Si](C)(C)C(C)(C)C (2R,3R,4R,5R)-5-(6-amino-2-chloro-9H-purin-9-yl)-4-((tert-butyldimethylsilyl)oxy)-2-(((4-methoxyphenyl)diphenylmethoxy)methyl)tetrahydrofuran